L-3-bromocamphor-10-sulfonic acid BrC1C(C2(CCC1C2(C)C)CS(=O)(=O)O)=O